(S)-Pyrrolidin-3-yl-acetic acid, hydrochloride salt Cl.N1C[C@@H](CC1)CC(=O)O